5-(3,5-difluorophenyl)-4,5-dihydro-1H-pyrazole-5-d FC=1C=C(C=C(C1)F)C1(CC=NN1)[2H]